OP(O)OP(O)O.C(CCCCCCCC)C1=C(C=CC=C1)C(O)(C(CO)(CO)CO)C1=C(C=CC=C1)CCCCCCCCC Bis(Nonylphenyl)Pentaerythritol diphosphite